[Ga]=S.[In].[Al].[Cu] copper aluminum indium gallium sulfide